4-methyl-6-phenyl-3,4-dihydroquinoxaline CN1CC=NC2=CC=C(C=C12)C1=CC=CC=C1